butyl 2-((3-cyanobenzyl)amino)acetate C(#N)C=1C=C(CNCC(=O)OCCCC)C=CC1